N1N=C(C2=CC=CC=C12)NC1=C(C(NC=C1)=O)C(=O)NC1=CC=C(C=C1)N1CCN(CC1)C 4-((1H-Indazol-3-yl)amino)-N-(4-(4-methylpiperazin-1-yl)phenyl)-2-oxo-1,2-dihydropyridine-3-carboxamide